Cl.CNC1CC=2C(OC1)=C(SC2)C(F)(F)F N-methyl-7-(trifluoromethyl)-3,4-dihydro-2H-thieno[3,4-b]pyran-3-amine hydrochloride